4,5,6,7-Tetrahydro-1,2-oxazepin O1N=CCCCC1